BrC=1C=C2C(=CCCC2=CC1)Cl 6-bromo-4-chloro-1,2-dihydronaphthalene